2-amino-5-oxo-4-(p-tolyl)-4H,5H-pyrano[3,2-c]chromene-3-carboxylate NC1=C(C(C=2C(OC=3C=CC=CC3C2O1)=O)C1=CC=C(C=C1)C)C(=O)[O-]